C(C)(C)(C)N1N=C(C=C1NC1=CC=CC(=N1)C(COCC#N)(F)F)[C@@H]1C[C@@H](CC1)O 2-(2-(6-((1-(tert-butyl)-3-((1S,3R)-3-hydroxycyclopentyl)-1H-pyrazol-5-yl)amino)pyridin-2-yl)-2,2-difluoroethoxy)acetonitrile